F[B-](F)(F)F.C methane tetrafluoroborate